[K].C(CCCCCCC\C=C/CCCCCCCC)(=O)NCCN(CC(=O)O)CCO N-oleoyl-N'-hydroxyethyl-N'-carboxymethyl-ethylenediamine potassium